FC1=CC=C(C=C1)C1CN2CCCC2=C(C1=O)C(=O)O 6-(4-fluorophenyl)-7-oxo-1,2,3,5,6,7-hexahydroindolizine-8-carboxylic acid